1-(4-fluorophenyl)-5-(1-isobutyl-4-((1-methyl-1H-1,2,4-triazol-3-yl)sulfonyl)piperazin-2-yl)-6-methyl-1H-indazole FC1=CC=C(C=C1)N1N=CC2=CC(=C(C=C12)C)C1N(CCN(C1)S(=O)(=O)C1=NN(C=N1)C)CC(C)C